NC1=C(C(=NN1C1(CC1)C)C1=C(C=C(C=C1)C(C(=O)OC)=C)F)C#N Methyl 2-[4-[5-amino-4-cyano-1-(1-methylcyclopropyl)pyrazol-3-yl]-3-fluorophenyl]prop-2-enoate